OCCOC1(C(=C2C=CC(C=C2C=C1)(C1=CC=CC2=CC=CC=C12)C1=CC=CC2=CC=CC=C12)C1=CC=CC2=CC=CC=C12)OCCO 2,2-bis(2-hydroxyethoxy)-6,6-bis(naphthalen-1-yl)-1,1-binaphthyl